2-{2-[(1,5-dimethyl-1,2,3-triazol-4-yl)amino]pyrimidin-4-yl}-3-[(3-fluoro-2-methoxyphenyl)amino]-1H,5H,6H,7H-pyrrolo[3,2-c]pyridin-4-one CN1N=NC(=C1C)NC1=NC=CC(=N1)C1=C(C=2C(NCCC2N1)=O)NC1=C(C(=CC=C1)F)OC